(2S)-2-(benzyloxycarbonylamino)-3-isopentyloxy-propionic acid dicyclohexylamine salt C1(CCCCC1)NC1CCCCC1.C(C1=CC=CC=C1)OC(=O)N[C@H](C(=O)O)COCCC(C)C